C(C)(C)OC(=O)C=1C=C(C=CC1)B(O)O 3-(ISOPROPOXYCARBONYL)PHENYLBORONIC ACID